C(C)C(C(=O)OCC=C)C(C(=O)OCC=C)=O bis(prop-2-enyl) 2-ethyl-3-oxobutanedioate